C(C)(C)(C)C1=CC=C(C=C1)NSC([2H])(F)F N-(4-(tert-butyl)phenyl)-S-(difluoromethyl-d)thiohydroxylamine